hydromorphone chloride salt [Cl-].C1=CC(O)=C2C=3[C@@]45[C@@H](O2)C(=O)CC[C@H]4[C@@H](CC13)N(C)CC5